N-(2-hydroxy-3-(3-(tris(trimethylsilyloxy)silyl)propyloxy)propyl)acrylamide OC(CNC(C=C)=O)COCCC[Si](O[Si](C)(C)C)(O[Si](C)(C)C)O[Si](C)(C)C